ClC1=CC=C(C=C1)C1=NC(=NC(=C1)N1CC(CC1)(F)F)C=1C=NC=CC1 (4-chlorophenyl)-6-(3,3-difluoropyrrolidin-1-yl)-2-(pyridin-3-yl)pyrimidine